(1R,5S)-3-(8-cyanoquinolin-5-yl)-N-(9-methyl-3-oxa-9-azabicyclo[3.3.1]nonan-7-yl)-5-(trifluoromethyl)-3-azabicyclo[3.1.0]hexane-1-carboxamide C(#N)C=1C=CC(=C2C=CC=NC12)N1C[C@]2(C[C@]2(C1)C(F)(F)F)C(=O)NC1CC2COCC(C1)N2C